ethyl 8-[6-(1-acetylpiperidin-4-yl)-7-difluoromethyl-3,4-dihydro-2H-quinolin-1-yl]-[1,7]naphthyridine-6-carboxylate C(C)(=O)N1CCC(CC1)C=1C=C2CCCN(C2=CC1C(F)F)C=1N=C(C=C2C=CC=NC12)C(=O)OCC